ethyl P-(4-(5-(chlorodifluoromethyl)-1,2,4-oxadiazol-3-yl)-2-fluorobenzyl)-N-(2-fluorophenyl)phosphonamidate ClC(C1=NC(=NO1)C1=CC(=C(CP(OCC)(=O)NC2=C(C=CC=C2)F)C=C1)F)(F)F